tert-butyl N-[3-[[(1S,2S)-2-fluorocyclopropanecarbonyl]amino]-6-(3-methyl-4-pyridyl)cinnolin-8-yl]carbamate F[C@@H]1[C@@H](C1)C(=O)NC=1N=NC2=C(C=C(C=C2C1)C1=C(C=NC=C1)C)NC(OC(C)(C)C)=O